NC=1C(C(C1OC)=O)=O 3-amino-4-methoxycyclobut-3-ene-1,2-dione